COCC1=CC=C(C=C1)C=O (4-(methoxymethyl)phenyl)methanone